Br.NC(S)=N 2-thiopseudourea hydrobromide